3-trimethylsilyl-propionic acid C[Si](CCC(=O)O)(C)C